[Br].C(=C)N1CN(C=C1)C 1-vinyl-3-methyl-imidazole bromine salt